C(#N)\N=C(/NCC)\C1=CN=C2N1N=C(C=C2)N2[C@H](C[C@@H](C2)F)C2=C(C=CC(=C2)F)SC (Z)-N'-cyano-N-ethyl-6-[(2r,4s)-4-fluoro-2-[5-fluoro-2-(methylthio)phenyl]pyrrolidin-1-yl]imidazo[1,2-b]pyridazin-3-carboxamidine